2-(morpholin-4-ylmethyl)thiophene-4-boronic acid pinacol ester N1(CCOCC1)CC=1SC=C(C1)B1OC(C)(C)C(C)(C)O1